(S)-2-(1-methyl-2,5-dioxopyrrolidin-3-yl)-4-nitroisoindoline-1,3-dione CN1C([C@H](CC1=O)N1C(C2=CC=CC(=C2C1=O)[N+](=O)[O-])=O)=O